COC1=C(C(=CC(=C1)OC)CCCCC)S(=O)(=O)N(C)C 2,4-dimethoxy-N,N-dimethyl-6-pentyl-benzenesulfonamide